ClC1=C(C=CC=C1)C1N=C(NC(=C1C(=O)NCCN(C(OC(C)(C)C)=O)C)C)NC=1OC2=C(N1)C=CC(=C2)F tert-butyl (2-(4-(2-chlorophenyl)-2-((6-fluorobenzo[d]oxazol-2-yl)amino)-6-methyl-1,4-dihydropyrimidine-5-carboxamido)ethyl)(methyl)carbamate